C1CC1COC(C2=CC=C(C=C2)C#N)C3=CC(=C(C=C3)F)NC(=O)C4=CC(=NN4C5=CC=CC(=C5)CN)C(F)(F)F (+)-1-(3-(aminomethyl)phenyl)-N-(5-((4-cyanophenyl)(cyclopropylmethoxy)methyl)-2-fluorophenyl)-3-(trifluoromethyl)-1H-pyrazole-5-carboxamide